O1CCN(CC1)C=1C2=C(N=CN1)NC(=C2)C2=CC=C(C=C2)NC2=NC=C(C=N2)N2CCNCC2 N-(4-(4-morpholino-7H-pyrrolo[2,3-d]pyrimidin-6-yl)phenyl)-5-(piperazin-1-yl)pyrimidin-2-amine